P([O-])([O-])=O.[Zn+2] zinc phosphonate